NC1=C(C(=O)N2CCN(CC2)C(=O)OC(C)(C)C)C=C(C(=N1)Br)Cl tert-Butyl 4-(2-amino-6-bromo-5-chloronicotinoyl)piperazine-1-carboxylate